2-[(4-methoxyphenyl)methyl]-5-(5-methylfuran-2-yl)-[1,2,4]triazolo[1,5-c]pyrimidin COC1=CC=C(C=C1)CC1=NN2C(=NC=CC2=N1)C=1OC(=CC1)C